FC1=C(C(=CC=C1)F)CN1C(N(C(C2=C1SC(=C2CN(C)C)C2=CC=C(C=C2)NC(=O)NOC)=O)C=2N=NC(=CC2)S(=O)(=O)C)=O 1-(4-{1-[(2,6-difluorophenyl)methyl]-5-[(dimethylamino)methyl]-3-(6-methanesulfonylpyridazin-3-yl)-2,4-dioxothieno[2,3-d]pyrimidin-6-yl}phenyl)-3-methoxyurea